O=C1C=C(N=CN1CC1CCN(CC12CCCC2)C(=O)Cl)C2=CC=CC=C2 10-((6-oxo-4-phenylpyrimidin-1(6H)-yl)methyl)-7-azaspiro[4.5]decane-7-carbonyl chloride